1-(5Z,8Z,11Z-eicosatrienoyl)-2-(9Z-hexadecenoyl)-sn-glycero-3-phosphocholine CCCCCCCC/C=C\C/C=C\C/C=C\CCCC(=O)OC[C@H](COP(=O)([O-])OCC[N+](C)(C)C)OC(=O)CCCCCCC/C=C\CCCCCC